O[C@@H](CNS(=O)(=N)C1=CC=C(C=C1)OC1=CC=NC2=CC(=CC=C12)OC)CO N-((S)-2,3-dihydroxypropyl)-4-((7-methoxyquinolin-4-yl)oxy)benzenesulfonimidamide